C(C)(=O)N[C@@H](CCCCNC(OC(C)(C)C)=O)C(N[C@@H](CC1=CC=CC=C1)B1O[C@@]2([C@H](O1)C[C@H]1C([C@@H]2C1)(C)C)C)=O tert-butyl ((S)-5-acetamido-6-oxo-6-(((R)-2-phenyl-1-((3aS,4S,6S,7aR)-3a,5,5-trimethylhexahydro-4,6-methanobenzo[d][1,3,2]dioxaborol-2-yl)ethyl)amino)hexyl)carbamate